N1,N1,N6,N6-tetrakis(2-hydroxypropyl)-hexanediamide OC(CN(C(CCCCC(=O)N(CC(C)O)CC(C)O)=O)CC(C)O)C